4-((1-Cycloheptyl-1H-benzo[d]imidazol-2-yl)amino)-N-hydroxybenzoamide C1(CCCCCC1)N1C(=NC2=C1C=CC=C2)NC2=CC=C(C(=O)NO)C=C2